2-dicyanomethylene-2,5-dihydrothiophene C(#N)C(=C1SCC=C1)C#N